2-(1-((2-Chloro-6-fluorophenyl)amino)-8-((1,1,1-trifluoropropan-2-yl)oxy)isoquinolin-6-yl)-4-ethyl-5-(hydroxymethyl)-2,4-dihydro-3H-1,2,4-triazol-3-one ClC1=C(C(=CC=C1)F)NC1=NC=CC2=CC(=CC(=C12)OC(C(F)(F)F)C)N1N=C(N(C1=O)CC)CO